1-Methyl-2-(6-trifluoromethoxy-benzothiazol-2-ylamino)-1H-benzimidazole-5-carboxylic acid (2-morpholin-4-yl-2-oxo-ethyl)-amide N1(CCOCC1)C(CNC(=O)C1=CC2=C(N(C(=N2)NC=2SC3=C(N2)C=CC(=C3)OC(F)(F)F)C)C=C1)=O